2-((1R,2R)-2-aminocycloheptyl)-5-chloro-3-methyl-N-(thiophen-2-ylmethyl)thieno[3,2-b]pyridin-7-amine N[C@H]1[C@@H](CCCCC1)C1=C(C2=NC(=CC(=C2S1)NCC=1SC=CC1)Cl)C